N,N-biscyanoethylcyclohexylamine C(#N)CCN(CCC#N)C1CCCCC1